ClC=1C=C(C(=O)N2CC=3C(=NN4C3C(N(C[C@H]4C(=O)NC)[C@@H](C)C4=NC=C(N=C4)C(F)(F)F)=O)C[C@H]2C)C=CC1Cl (3R,7S)-2-(3,4-Dichlorobenzoyl)-N,3-dimethyl-10-oxo-9-((S)-1-(5-(trifluoromethyl)pyrazin-2-yl)ethyl)-1,2,3,4,7,8,9,10-octahydropyrido[4',3':3,4]pyrazolo[1,5-a]pyrazine-7-carboxamide